OC(C1CCN(CC1)CCNC(=O)C=1NC2=CC=CC=C2C1)C1=CC=CC=C1 N-(2-(4-(hydroxy(phenyl)methyl)piperidin-1-yl)ethyl)-1H-indol-2-carboxamide